N-(5-(4-chloro-2,6-dimethylphenyl)thiazolo[5,4-b]pyridin-2-yl)-5-(2-methoxyphenyl)pyridazine-4-carboxamide ClC1=CC(=C(C(=C1)C)C1=CC=C2C(=N1)SC(=N2)NC(=O)C2=CN=NC=C2C2=C(C=CC=C2)OC)C